1-methyl-N-(5-(thiazol-2-yl)thiazolo[5,4-b]pyridin-2-yl)-1H-pyrazole-5-carboxamide CN1N=CC=C1C(=O)NC=1SC2=NC(=CC=C2N1)C=1SC=CN1